4-[(Z)-3-[4-(Difluoromethoxy)phenyl]-3-oxoprop-1-enyl]benzoic acid FC(OC1=CC=C(C=C1)C(\C=C/C1=CC=C(C(=O)O)C=C1)=O)F